(3-bromo-5-fluoropyridin-2-yl)methylamine BrC=1C(=NC=C(C1)F)CN